(S)-3-(4-fluoro-2',5,6'-trimethyl-[1,1'-biphenyl]-3-yl)-3-((S)-2-(3-(2-(3-methylazetidin-1-yl)ethyl)-5-methyl-6-oxopyridazin-1(6H)-yl)-4-methylpentanamido)propanoic acid FC1=C(C=C(C=C1C)C1=C(C=CC=C1C)C)[C@H](CC(=O)O)NC([C@H](CC(C)C)N1N=C(C=C(C1=O)C)CCN1CC(C1)C)=O